7-bromo-N-(1-cyanocyclopropyl)pyrazolo[1,5-a]pyridin-5-sulfonamide BrC1=CC(=CC=2N1N=CC2)S(=O)(=O)NC2(CC2)C#N